OC=1C(=CC2=C(C=CN2)C1)O 5,6-dihydroxybenzopyrrole